C(CC)C1=CC=CC1.C(CC)C1=CC=CC1.[Mg] magnesium bis(n-propylcyclopentadiene)